N[C@@H]1[C@@H]2N(C[C@H]1CC2)C(=O)OC(C)(C)C tert-butyl (1R,4R,7S)-7-amino-2-azabicyclo[2.2.1]heptane-2-carboxylate